C(C)(C)(C)OC(=O)N1CCN(CC1)C1=CC=2N(C=C1)N=C(C2N(C)C(=O)OC(C)(C)C)CC 4-(3-((tert-Butoxycarbonyl)(methyl)amino)-2-ethylpyrazolo[1,5-a]pyridin-5-yl)piperazine-1-carboxylic acid tert-butyl ester